COC1=CC=C(CN(S(=O)(=O)C2=NN(C=C2)C2(CCOCC2)C(=O)OC)CC2=CC=C(C=C2)OC)C=C1 methyl 4-(3-(N,N-bis(4-methoxybenzyl)sulfamoyl)-1H-pyrazol-1-yl)tetrahydro-2H-pyran-4-carboxylate